6-tert-butyl-inden C(C)(C)(C)C1=CC=C2C=CCC2=C1